(R)-4-fluoro-N-((2-oxo-3-(4-(3-oxomorpholino)phenyl)oxazolidin-5-yl)methyl)benzenesulfonamide FC1=CC=C(C=C1)S(=O)(=O)NC[C@H]1CN(C(O1)=O)C1=CC=C(C=C1)N1C(COCC1)=O